2-(5-bromo-4-(4-fluoro-2,6-dimethylphenoxy)-3-methylthiophen-2-yl)propan-2-ol BrC1=C(C(=C(S1)C(C)(C)O)C)OC1=C(C=C(C=C1C)F)C